BrC(C)C1=NC=C(C=C1)OCC(F)(F)F (1-bromoethyl)-5-(2,2,2-trifluoroethoxy)pyridine